4-azaspiro[2.4]heptane-4-carboxylate C1CC12N(CCC2)C(=O)[O-]